Cl.O1COC=2C(=NC=CC21)CN2C(C(CC2)(C)C)C(=O)NC2=CC=C(C=C2)C2CC2 1-([1,3]dioxolo[4,5-c]pyridin-4-ylmethyl)-N-(4-cyclopropylphenyl)-3,3-dimethylpyrrolidine-2-carboxamide hydrochloride